3-methyl-N-[(1r,3s)-3-{[2-(trifluoromethyl)quinolin-4-yl]amino}cyclohexyl]benzamide CC=1C=C(C(=O)N[C@H]2C[C@H](CCC2)NC2=CC(=NC3=CC=CC=C23)C(F)(F)F)C=CC1